(S)-N-(4-bromo-10,11-diethoxy-1,2,3-trimethoxy-9-oxo-5,6,7,9-tetrahydrobenzo[a]heptalen-7-yl)acetamide BrC1=C(C(=C(C2=C1CC[C@@H](C1=CC(C(=C(C=C21)OCC)OCC)=O)NC(C)=O)OC)OC)OC